C(C1=CC=CC=C1)N(CCOC1=CC=C(C(=C1C#N)N1CCC(CC1)C1=NN=CN1C)Br)C 6-{2-[benzyl(methyl)amino]ethoxy}-3-bromo-2-[4-(4-methyl-1,2,4-triazol-3-yl)piperidin-1-yl]benzonitrile